C(=O)[C@H]1N(CC(CC1)C1=CC=C(C=C1)C(F)(F)F)C1=CC=C(C#N)C=C1 4-((2S)-2-formyl-5-(4-(trifluoromethyl)phenyl)piperidin-1-yl)benzonitrile